rel-(R)-3-chloro-4-((3,5-difluoropyridin-2-yl)methoxy)-2'-(7-hydroxy-6,7-dihydro-5H-cyclopenta[b]pyridin-2-yl)-5',6-dimethyl-2H-[1,4'-bipyridin]-2-one ClC=1C(N(C(=CC1OCC1=NC=C(C=C1F)F)C)C1=CC(=NC=C1C)C1=CC=C2C(=N1)[C@@H](CC2)O)=O |o1:31|